S(=S)(OC1=CC=C(C=C1)F)OC1=CC=C(C=C1)F bis(4-fluorophenyl) thiosulphite